C1(=CC=CC=C1)S(=O)(=O)CC=1N=CN(C1)C1=CC=C(C=C1)C1=NOC=N1 3-(4-(4-((phenylsulfonyl)methyl)-1H-imidazol-1-yl)phenyl)-1,2,4-oxadiazole